dimethyl-5-bromomethyl-2,3-pyridinedicarboxylic acid CC1=C(C(=C(C(=N1)C(=O)O)C(=O)O)C)CBr